C(C)[C@@H]1OCCC(S1)(C)C |r| (+-)-2-ethyl-4,4-dimethyl-1,3-oxathiane